2,4-bis(trichloromethyl)-6-[2-(furan-2-yl)vinyl]-1,3,5-triazine ClC(C1=NC(=NC(=N1)C(Cl)(Cl)Cl)C=CC=1OC=CC1)(Cl)Cl